The molecule is a lignan isolated from the roots and stems of Kadsura longipedunculata and has been shown to exhibit inhibitory activity against HIV-1 protease. It has a role as a metabolite and a HIV protease inhibitor. It is a cinnamate ester, an aromatic ether, a lignan and an organic heterotetracyclic compound. C[C@@H]1CC2=CC(=C(C(=C2C3=C(C4=C(C=C3[C@@H]([C@@H]1C)OC(=O)/C=C/C5=CC=CC=C5)OCO4)OC)O)OC)OC